COC(=O)N1[C@H](CC[C@H](C1)NC=1C2=C(N=C(N1)NC=1C=NN(C1)C([2H])([2H])[2H])NC=C2C2CC2)C Methyl-(2S,5R)-5-[(5-cyclopropyl-2-([1-(2H3)methyl-1H-pyrazol-4-yl]amino)-7H-pyrrolo[2,3-d]pyrimidin-4-yl)amino]-2-methylpiperidin-1-carboxylate